racemic-1-(3-bromo-1-methyl-1H-1,2,4-triazol-5-yl)ethan-1-ol BrC1=NN(C(=N1)[C@@H](C)O)C |r|